1-(4-bromophenyl)-3-oxocyclobutane-1-carbonitrile BrC1=CC=C(C=C1)C1(CC(C1)=O)C#N